ethyl-2-(3-(7,7-difluoro-2-((S)-2-methylazetidin-1-yl)-6,7-dihydro-5H-cyclopenta[d]pyrimidin-4-yl)-3-azabicyclo[3.1.1]heptan-6-yl)acetate C(C)OC(CC1C2CN(CC1C2)C=2C1=C(N=C(N2)N2[C@H](CC2)C)C(CC1)(F)F)=O